2-(thiazol-2-yl)but-3-yn-2-ol trifluoroacetate FC(C(=O)O)(F)F.S1C(=NC=C1)C(C)(C#C)O